[(2S)-2-{[(9H-Fluoren-9-ylmethoxy)carbonyl]amino}-N-methylpropanamido]methyl acetate C(C)(=O)OCN(C([C@H](C)NC(=O)OCC1C2=CC=CC=C2C=2C=CC=CC12)=O)C